[(2S)-pyrrolidin-2-yl]methyl 4-[6-[5-(6-methyl-2-pyridyl)-1H-imidazol-4-yl]-3-quinolyl]thiophene-2-carboxylate CC1=CC=CC(=N1)C1=C(N=CN1)C=1C=C2C=C(C=NC2=CC1)C=1C=C(SC1)C(=O)OC[C@H]1NCCC1